(S)-3-((3-(ethoxymethyl)-3-(3-methyl-phenethyl)pyrrolidin-1-yl)methyl)pyridine C(C)OC[C@@]1(CN(CC1)CC=1C=NC=CC1)CCC1=CC(=CC=C1)C